OC1NCCC1(C(F)(F)F)C1=CC(=C(C(=C1)Cl)Cl)Cl 2-hydroxy-3-(3,4,5-trichlorophenyl)-3-(trifluoromethyl)pyrrolidin